(3-fluorophenyl)-((5-(4-(trifluoromethyl)phenyl)thiophen-2-yl)methyl)furan-2-carboxamide FC=1C=C(C=CC1)C=1C(=C(OC1)C(=O)N)CC=1SC(=CC1)C1=CC=C(C=C1)C(F)(F)F